ClC=1C(=CC(=C(OC=2C(=NC(=NC2)NC2CCOCC2)N)C1)C(C)C)OC 5-(5-Chloro-2-isopropyl-4-methoxy-phenoxy)-N*2*-(tetrahydro-pyran-4-yl)-pyrimidine-2,4-diamine